N-(3-(3,3-dimethylbut-1-yloxy)propyl)-3-(imidazolyl)propan-1-amine CC(CCOCCCNCCCC=1NC=CN1)(C)C